CC=1C(=C(C2=C(NN=N2)C1)C1=CC=CC=C1)Cl methylphenyl-5-chlorobenzotriazol